4-chloro-2-[1-(o-tolyl)-4-piperidyl]-5-[[(3S)-tetrahydropyran-3-yl]methylamino]pyridazin-3-one ClC=1C(N(N=CC1NC[C@H]1COCCC1)C1CCN(CC1)C1=C(C=CC=C1)C)=O